CN1C(C(=C(C2=CC=C(C=C12)N1C(CCC1)=O)N1CC[C@@H](CCC1)C1=CC=CC=C1)C#N)=O |r| (Rac)-1-methyl-2-oxo-7-(2-oxopyrrolidin-1-yl)-4-[4-phenylazepan-1-yl]-1,2-dihydro-quinoline-3-carbonitrile